COC1=NC=C(C(=C1)OC=1C(=NC(=NC1)N)N)OC 5-((2,5-dimethoxy-pyridin-4-yl)oxy)pyrimidine-2,4-diamine